N-(trans-2-(9-(1-Isopropyl-1H-indazol-5-yl)-8-(1-methyl-1H-pyrazol-4-yl)-2-oxo-2,3,4,7-tetrahydro-1H-pyrrolo[3',2':5,6]pyrido[4,3-d]pyrimidin-1-yl)cyclobutyl)methanesulfonamide C(C)(C)N1N=CC2=CC(=CC=C12)C1=C(NC2=C1C=1N(C(NCC1C=N2)=O)[C@H]2[C@@H](CC2)NS(=O)(=O)C)C=2C=NN(C2)C